7-(4-(4-(benzo[b]thiophen-4-yl)piperazin-1-yl)butoxy)-1-(2-methylhexanoyl)quinolin-2(1H)-one S1C2=C(C=C1)C(=CC=C2)N2CCN(CC2)CCCCOC2=CC=C1C=CC(N(C1=C2)C(C(CCCC)C)=O)=O